8-methoxy-3-(prop-2-ynyl)-1,2,3,4-tetrahydroquinazoline-2,4-dione COC=1C=CC=C2C(N(C(NC12)=O)CC#C)=O